O=C1N(CC2=CC(=CC=C12)C1=CC(=C2C(=N1)C=CN2)CN2CCCC2)C2C(NC(CC2)=O)=O 3-(1-oxo-5-(7-(pyrrolidin-1-ylmethyl)-1H-pyrrolo[3,2-b]pyridin-5-yl)isoindolin-2-yl)piperidine-2,6-dione